Hydroxymethyldihydropterin C1C=NC2=C(N1)N=C(NC2=O)NCO